C1(CC1)C1=C(C=NC2=CC=CN=C12)NC1=CC=C(C=C1)[C@@H](C(F)(F)F)N(C(=O)C1CCN(CC1)S(=O)(=O)C)C (S)-N-(1-(4-((4-cyclopropyl-1,5-naphthyridin-3-yl)amino)phenyl)-2,2,2-trifluoroethyl)-N-methyl-1-(methylsulfonyl)piperidine-4-carboxamide